COC1=C(C=NC(=C1)C(F)(F)F)[C@H]1[C@@H](O[C@@]([C@@H]1C)(C(F)(F)F)C)C(=O)NC1=CC(=NC=C1)C(=O)N (2R,3S,4R,5S)-4-[[3-[4-Methoxy-6-(trifluoromethyl)-3-pyridyl]-4,5-dimethyl-5-(trifluoromethyl)tetrahydrofuran-2-carbonyl]amino]pyridin-2-carboxamid